3-(4-iodo-1H-pyrazol-1-yl)-4-methoxyphenol IC=1C=NN(C1)C=1C=C(C=CC1OC)O